Cl.Cl.N1=C2C(=CC=C1N)[C@@H](CC2)N (R)-6,7-dihydro-5H-cyclopenta[b]pyridine-2,5-diamine, di-hydrochloride